((2-((2-chloro-2'-methyl-3'-(3-morpholinopropoxy)-[1,1'-biphenyl]-3-yl)methoxy)-4,6-dimethoxypyrimidin-5-yl)methyl)-L-serine ClC1=C(C=CC=C1COC1=NC(=C(C(=N1)OC)CN[C@@H](CO)C(=O)O)OC)C1=C(C(=CC=C1)OCCCN1CCOCC1)C